(10e)-1-oxaheptadec-10-en-2-one OC(CCCCCCC\C=C\CCCCCC)=O